COC1=NC=C(C(=N1)OC)C1=C(C=CC=C1)S(=O)(=O)N (2,4-dimethoxypyrimidinyl)benzenesulfonamide